COC1=CC=C(OC2=C(C=CC=C2)NC(C2=CC=CC=C2)=O)C=C1 N-(2-(4-methoxyphenoxy)phenyl)benzamide